3-(3-(cyanomethyl)-7-(((3S,4R)-3-fluoro-1-methylpiperidin-4-yl)amino)benzofuran-2-yl)prop-2-yn C(#N)CC1=C(OC2=C1C=CC=C2N[C@H]2[C@H](CN(CC2)C)F)C#CC